5-{4-[(5-fluoro-3-methyl-2-oxo-1H-quinolin-7-yl)methyl]piperazin-1-yl}-N-methylpyridin-2-carboxamide FC1=C2C=C(C(NC2=CC(=C1)CN1CCN(CC1)C=1C=CC(=NC1)C(=O)NC)=O)C